C1(=CC=CC=C1)C=1NC2=CC=CC=C2C1CC1=C(C=CC=C1)Br 2-phenyl-3-(o-bromobenzyl)indole